FC(C(C(C(F)(F)F)O)O)(F)F 1,1,1,4,4,4-hexafluorobutane-2,3-diol